alpha-Difluoromethylarginine FC([C@](N)(CCCNC(N)=N)C(=O)O)F